7-bromo-6-chloro-N-[3-methyl-4-(pyridin-3-yloxy)phenyl]pyrido[3,2-d]pyrimidin-4-amine BrC1=CC=2N=CN=C(C2N=C1Cl)NC1=CC(=C(C=C1)OC=1C=NC=CC1)C